CCCCCCCCCC(C(=O)O)P(=O)(O)O phosphonoundecanoic acid